C(=O)N1CCC(CC1)OC1=C(C=C(C=C1)N(S(=O)(=O)CCC)CC1=CC=C(C=C1)F)C#N N-(4-((1-formylpiperidin-4-yl)oxy)-3-cyanophenyl)-N-(4-fluorobenzyl)propanesulfonamide